methyl-6-(6-oxo-2-azaspiro[3.3]heptan-2-yl)indazol CC1=NNC2=CC(=CC=C12)N1CC2(C1)CC(C2)=O